methyl 3-(6-hydroxy-1-oxo-3,4-dihydroisoquinolin-2-yl)propionate OC=1C=C2CCN(C(C2=CC1)=O)CCC(=O)OC